diethoxycalcium C(C)O[Ca]OCC